1,2-diacryloxy-3-aminopropane C(C=C)(=O)OCC(CN)OC(C=C)=O